((1-Ethylazepan-2-yl)methoxy)isobenzofuran-1(3H)-one C(C)N1C(CCCCC1)COC1OC(C2=CC=CC=C12)=O